(E)-2-methyl-4-(2,6,6-trimethylcyclohex-1-en-1-yl)but-2-enal C/C(/C=O)=C\CC1=C(CCCC1(C)C)C